8-[6-[3-cyano-2-[dimethylaminomethyleneamino]-5-fluoro-benzofuran-4-yl]-5-fluoro-7,9-dihydrofuro[3,4-f]quinazolin-1-yl]-3,8-diazabicyclo[3.2.1]octane-3-carboxylic acid tert-butyl ester C(C)(C)(C)OC(=O)N1CC2CCC(C1)N2C2=NC=NC=1C(=C(C3=C(C21)COC3)C3=C(C=CC2=C3C(=C(O2)N=CN(C)C)C#N)F)F